C(C1=CC=CC=C1)OC(=O)N[C@H](C(=O)O)CCN(S(=O)(=O)C1=C(C=CC=C1)[N+](=O)[O-])C (S)-2-(((benzyloxy)carbonyl)amino)-4-(N-methyl-2-nitrophenylsulfonamido)butyric acid